C(C=C)(=O)OCCOC1=CC=C(C2=CC=CC=C12)C1(C2=CC=CC=C2C=2C=CC=CC12)C1=CC=C(C2=CC=CC=C12)OCCOC(C=C)=O 9,9-bis[4-(2-acryloxyethoxy)-1-naphthyl]fluorene